C1(=CC=CC=C1)C(C(CC(=O)C1=CC=CC=C1)C1=CC=C(C=C1)C(F)(F)F)=O 1,4-diphenyl-2-(4-(trifluoromethyl)phenyl)butane-1,4-dione